tert-butyl (S)-4-(6-(2,7-dimethylpyrazolo[1,5-a]pyridine-5-carboximidamido)-5-fluoropyridin-3-yl)-2-methylpiperazine-1-carboxylate CC1=NN2C(C=C(C=C2C)C(NC2=C(C=C(C=N2)N2C[C@@H](N(CC2)C(=O)OC(C)(C)C)C)F)=N)=C1